CC1(OC(C(C(O1)=O)/C=N/C=1C=NC(=NC1)SC)=O)C 2,2-dimethyl-5-[(1E)-[[2-(methylsulfanyl)pyrimidin-5-yl]imino]methyl]-1,3-dioxane-4,6-dione